1,3,6,8-tetra(4-formylphenyl)perylene C(=O)C1=CC=C(C=C1)C1=CC(=C2C=CC(=C3C4=CC(=CC5=CC=CC(C1=C23)=C45)C4=CC=C(C=C4)C=O)C4=CC=C(C=C4)C=O)C4=CC=C(C=C4)C=O